Cl.C(#N)C1=CC=C2C(=C(NC2=C1)C(C)(C)C1=CC(=C(C=C1)CC)N1CCC(CC1)N1CCOCC1)C(=O)OC(C)(C)C tert-Butyl 6-cyano-2-[1-[4-ethyl-3-(4-morpholino-1-piperidyl)phenyl]-1-methyl-ethyl]-1H-indole-3-carboxylate hydrochloride